8-[(2R,6S)-2-methyl-6-{[4-(morpholin-4-yl)piperidin-1-yl]Methyl}morpholin-4-yl]Quinoxaline-5-carbonitrile C[C@@H]1CN(C[C@@H](O1)CN1CCC(CC1)N1CCOCC1)C1=CC=C(C=2N=CC=NC12)C#N